n-octyl-tris-(2-ethoxyethoxy)silane C(CCCCCCC)[Si](OCCOCC)(OCCOCC)OCCOCC